Cl.Cl.FC=1C(=C(C=CC1)C=O)C (3-fluoro-2-methylphenyl)methanone dihydrochloride